C(C)(C)(C)[Si](C1=CC=CC=C1)(C1=CC=CC=C1)OCC[C@H](CCCI)C (S)-tert-Butyl((6-iodo-3-methylhexyl)oxy)diphenylsilane